BrC=1C=C(C=C2C=NNC12)I 7-bromo-5-iodo-1H-indazole